1-(5-fluoro-2-thienyl)methylamine FC1=CC=C(S1)CN